NC=1C=C(C=CC1)NC(=O)C1CCC(CC1)N1C(NC2=C1C=CC=C2Br)=O N-(3-aminophenyl)-4-(4-bromo-2-oxo-2,3-dihydro-1H-1,3-benzodiazol-1-yl)cyclohexane-1-carboxamide